4-(6-chloro-5-fluoropyridin-3-yl)isoxazole ClC1=C(C=C(C=N1)C=1C=NOC1)F